N-(4-(2-(2-(4,4-Difluoropiperidin-1-yl)-6-methylpyrimidin-4-yl)thiazol-4-yl)-3-(6-azaspiro[2.5]octan-6-yl)phenyl)-2-hydroxyethane-1-sulfonamide FC1(CCN(CC1)C1=NC(=CC(=N1)C=1SC=C(N1)C1=C(C=C(C=C1)NS(=O)(=O)CCO)N1CCC2(CC2)CC1)C)F